Cl.ClC1=C(C(=O)NC2=C3C=NN(C3=CC=C2)C=2C=NC(=CC2)C)C=C(C=C1)CNC(C(C)(C)C)=O 2-chloro-5-{[(2,2-dimethylpropionyl)amino]methyl}-N-[1-(6-methylpyridin-3-yl)-1H-indazol-4-yl]benzamide hydrochloride